(S)-3-(phenethylamino)pyrrolidine-1-carboxylic acid tert-butyl ester C(C)(C)(C)OC(=O)N1C[C@H](CC1)NCCC1=CC=CC=C1